C(C=C)(=O)N1[C@H](CN(CC1)C1=NC(=NC=2CC(CCC12)N1C2=C(OCC1)C=CC=C2)OC[C@H]2N(CCC2)C)CC#N 2-((2S)-1-Acryloyl-4-(7-(2,3-dihydro-4H-benzo[b][1,4]oxazin-4-yl)-2-(((S)-1-methylpyrrolidin-2-yl)methoxy)-5,6,7,8-tetrahydroquinazolin-4-yl)piperazin-2-yl)acetonitrile